(S)-1-{[3-(difluoromethyl)-5-(1H-pyrrolo[2,3-b]pyridin-3-yl)pyridin-2-yl]oxy}-2,4-dimethylpentane-2-amine formate C(=O)O.FC(C=1C(=NC=C(C1)C1=CNC2=NC=CC=C21)OC[C@](CC(C)C)(N)C)F